2-bromo-5-(dibromomethyl)thiazole-4-carboxylic acid methyl ester COC(=O)C=1N=C(SC1C(Br)Br)Br